(((3,5-bis-tert-butyl-4-hydroxyphenyl)(phenyl)methyl)thio)acetaldehyde C(C)(C)(C)C=1C=C(C=C(C1O)C(C)(C)C)C(SCC=O)C1=CC=CC=C1